1-(4-methylbenzene-1-sulfonyl)-N-[(pyrazin-2-yl)methyl]-1H-pyrazole-3-carboxamide CC1=CC=C(C=C1)S(=O)(=O)N1N=C(C=C1)C(=O)NCC1=NC=CN=C1